N,4-Dicyclopropyl-2-methoxy-1H-imidazole-1-carboxamide C1(CC1)NC(=O)N1C(=NC(=C1)C1CC1)OC